3,4-difluorobenzophenone FC=1C=C(C(=O)C2=CC=CC=C2)C=CC1F